8-(3-(4-fluorophenoxy)azetidin-1-yl)-3,4-dimethylpyrimidino[4',5':4,5]thieno[2,3-c]pyridazine FC1=CC=C(OC2CN(C2)C2=NC=NC3=C2SC=2N=NC(=C(C23)C)C)C=C1